N1(CCN(CCN(CCN(CC1)CP(O)(O)=O)CP(O)(O)=O)CP(O)(O)=O)CP(O)(O)=O ((1,4,7,10-tetraazacyclododecane-1,4,7,10-tetrayl)tetrakis(methylene))tetraphosphonic acid